O=C1NC(CCC1N1C(C2=C3C(C(=CC=C13)C[N-]CCCCCCCN1CCOCC1)=CC=C2)=O)=O N-((1-(2,6-dioxopiperidin-3-yl)-2-oxo-1,2-dihydrobenzo[cd]indol-6-yl)methyl)-7-morpholinoheptylamide